C(C1=CC=CC=C1)[N+]12CCN(CC1)CC2 1-benzyl-4-aza-1-azoniabicyclo[2.2.2]octane